C(#N)C=1C=NC(=NC1)N1CCC(CC1)N1C2=C(N(C(C1=O)=O)C)C=C(C=N2)C#N 4-(1-(5-cyanopyrimidin-2-yl)piperidin-4-yl)-1-methyl-2,3-dioxo-1,2,3,4-tetrahydropyrido[2,3-b]pyrazine-7-carbonitrile